(R)-3-(3-((5-(4-methylpyridin-2-yl)-1H-pyrrolo[2,3-b]pyridin-4-yl)amino)piperidin-1-yl)-3-oxopropanenitrile CC1=CC(=NC=C1)C=1C(=C2C(=NC1)NC=C2)N[C@H]2CN(CCC2)C(CC#N)=O